CN1N=C(C(=C1)C(=O)NC1=C2[C@@H](CC(C2=CC=C1)(C)C)C)C 1,3-dimethyl-N-[(3R)-1,1,3-trimethyl-2,3-dihydro-1H-inden-4-yl]-1H-pyrazole-4-carboxamide